4-nitro-1H-benzo[d][1,2,3]triazole [N+](=O)([O-])C1=CC=CC=2NN=NC21